1-phenyl-2-propanol C1(=CC=CC=C1)CC(C)O